C(C)(C)(C)N(C(O)=O)C1=CC(=NC=C1Cl)Cl.NCC1CC(CCC1)CN 1,3-bis(aminomethyl)-cyclohexane tert-butyl-(2,5-dichloropyridin-4-yl)carbamate